FC(C(=O)O)(F)F.C(#N)C=1C(=NC(=C(C1CC)C#N)N1CCNCC1)SC(C(=O)N)C1=CC=CC=C1 2-((3,5-dicyano-4-ethyl-6-(piperazin-1-yl)pyridin-2-yl)thio)-2-phenylacetamide, trifluoroacetate salt